N-[5-(4-methyl-2-phenylpiperazine-1-carbonyl)-6-piperidin-1-ylpyridin-2-yl]cyclopropanecarboxamide CN1CC(N(CC1)C(=O)C=1C=CC(=NC1N1CCCCC1)NC(=O)C1CC1)C1=CC=CC=C1